FC(OC1=CC=C(C=C1)C=1C(N(C=C2C1N=C(N=C2)OCC)C2=CC1=CN(N=C1C=C2)C)=O)F 8-(4-(difluoromethoxy)phenyl)-2-ethoxy-6-(2-methyl-2H-indazol-5-yl)pyrido[4,3-d]pyrimidin-7(6H)-one